C(#N)C=1C=C2C(=NC1C1=C(C=C(CN(C(OC(C)(C)C)=O)C)C=C1C)F)C=NN2 tert-Butyl 4-(6-cyano-1H-pyrazolo[4,3-b]pyridin-5-yl)-3-fluoro-5-methylbenzyl(methyl)carbamate